4-(1-methylcyclobutanecarbonyl)piperazin CC1(CCC1)C(=O)N1CCNCC1